2-bromo-5-chloro-3-fluoropyridine BrC1=NC=C(C=C1F)Cl